C(C(=C)C)(=O)[O-].C(CCC)[N+](CCO)(CCCC)CCCC tributyl-(2-hydroxyethyl)ammonium methacrylate